(S)-3-amino-4-methoxy-4-oxo-butyrate hydrochloride Cl.N[C@@H](CC(=O)O)C(=O)OC